Neodymium phosphonate P([O-])([O-])=O.[Nd+3].P([O-])([O-])=O.P([O-])([O-])=O.[Nd+3]